ClC1=C(C=NC2=CN=C(C=C12)OC)[N+](=O)[O-] 4-chloro-6-methoxy-3-nitro-1,7-naphthyridine